N1N=CC(=C1)C1=CC=C(C(=O)N2[C@@H](CC[C@@H]2C2=C(C=CC=C2)Cl)C(=O)O)C=C1 (2S,5R)-1-(4-(1H-pyrazol-4-yl)benzoyl)-5-(2-chlorophenyl)pyrrolidine-2-carboxylic acid